ClC=1C=C(C=CC1F)NC(=O)C1=C2CC[C@@H](C2=C(C=C1)F)NC(O)=O (S)-(4-((3-chloro-4-fluorophenyl)carbamoyl)-7-fluoro-2,3-dihydro-1H-inden-1-yl)carbamic acid